C(C)(C)(C)OC(=O)N1[C@@H](C[C@@H](CC1)CC(F)F)C1=CC=CC=C1 |r| rac-(2s,4r)-4-(2,2-difluoroethyl)-2-phenyl-piperidine-1-carboxylic acid tert-butyl ester